BrC1=NN(C=C1Br)CCOCCOC 3,4-dibromo-1-(3,6-dioxaheptyl)pyrazole